ClC1=CC(=NC2=CN=CC=C12)C1=C(C=CC=C1C)F 4-chloro-2-(2-fluoro-6-methyl-phenyl)-1,7-naphthyridine